2,7-di-tert-butylanthracene C(C)(C)(C)C1=CC2=CC3=CC(=CC=C3C=C2C=C1)C(C)(C)C